C(C)(C)(C)OC([C@H](CCC(=O)OC(C)(C)C)NC(NC(C(=O)O)CCCC)=O)=O 2-(3-((S)-1,5-di-tert-butoxy-1,5-dioxopent-2-yl)ureido)hexanoic acid